C(C)(=O)C1=NN(C2=CC=C(C=C12)C=1C=NC=2N(C1)N=C(C2C#N)C)CC(=O)O 2-(3-acetyl-5-(3-cyano-2-methylpyrazolo[1,5-a]pyrimidin-6-yl)-1H-indazol-1-yl)acetic acid